1H-pyrrole-1-dithiocarboxylic acid C1=CN(C=C1)C(=S)S